4-[3-[2,6-Dichloro-4-(2,2,4-trimethylpiperazin-1-yl)benzoyl]-2,4-dihydro-1,3-benzoxazin-8-yl]-5-fluoro-2-(3-oxa-8-azabicyclo[3.2.1]octan-8-yl)benzoic acid ClC1=C(C(=O)N2COC3=C(C2)C=CC=C3C3=CC(=C(C(=O)O)C=C3F)N3C2COCC3CC2)C(=CC(=C1)N1C(CN(CC1)C)(C)C)Cl